[N+](=[N-])=CC(CC[C@@H](C(=O)OC1CCCC1)NC([C@H](C)SC)=O)=O cyclopentyl (S)-6-diazo-2-((S)-2-(methylthio) propanamido)-5-oxohexanoate